N1=C(C=CC=C1)C1(CCC1)NC(=O)C=1C=2C[C@@H]3[C@H](C2N(N1)C1=NC=C(C=C1)Br)C3 (1aR,5aR)-2-(5-Bromo-pyridin-2-yl)-1a,2,5,5a-tetrahydro-1H-2,3-diaza-cyclopropa[a]pentalene-4-carboxylic acid (1-pyridin-2-yl-cyclobutyl)-amide